Samarium cobalt iron nitrogen [N].[Fe].[Co].[Sm]